N1=C\2C(=CC=C1)CC/C2=N\NC=2N=NC1=C(NC=3C=CC(=CC13)Cl)N2 (E)-3-(2-(5,6-dihydro-7H-cyclopenta[b]pyridin-7-ylidene)hydrazino)-8-chloro-5H-[1,2,4]triazino[5,6-b]indole